C(C)(C)(C)OC(=O)N1C(=C(C2=CC(=CC=C12)C1CCN(CC1)C(=O)OC(C)(C)C)C(C)C)C1=CN(C(C(=C1)Cl)=O)C 5-(1-(tert-Butoxycarbonyl)piperidin-4-yl)-2-(5-chloro-1-methyl-6-oxo-1,6-dihydropyridin-3-yl)-3-isopropyl-1H-indole-1-carboxylic acid tert-butyl ester